4-(3-(3,4-dihydroisoquinolin-2(1H)-yl)-2-hydroxypropyl)-3,4-dihydrobenzo[f][1,4]oxazepin-5(2H)-one C1N(CCC2=CC=CC=C12)CC(CN1CCOC2=C(C1=O)C=CC=C2)O